7-(3-{[1-(ethoxymethyl)cyclohexyl]carbamoyl}azetidin-1-yl)-5-methyl-4-oxo-1-(1,2,4-thiadiazol-5-yl)-1,4-dihydro-1,8-naphthyridine-3-carboxylic acid C(C)OCC1(CCCCC1)NC(=O)C1CN(C1)C1=CC(=C2C(C(=CN(C2=N1)C1=NC=NS1)C(=O)O)=O)C